N1N=C(C=C1)C1=NN(C2=CC=CC=C12)S(=O)(=O)C1=CC=C(C)C=C1 3-(1H-pyrazol-3-yl)-1-tosyl-1H-indazole